N1-(4-methyl-5-(2-(1,1,1-trifluoro-2-methylpropan-2-yl)pyridin-4-yl)thiazol-2-yl)pyrrolidine-1,2-dicarboxamide CC=1N=C(SC1C1=CC(=NC=C1)C(C(F)(F)F)(C)C)NC(=O)N1C(CCC1)C(=O)N